[Cl-].[Cl-].[Hf+2].CC1=C(C(C=2CCCC12)C)[Li] ((1,3-dimethyl-3,4,5,6-tetrahydropentalenyl)lithium) hafnium dichloride